(4S,5R)-5-fluoro-1-[4-({8-[(2S,3R)-3-(methanesulfonyl-methyl)-2-methylazetidin-1-yl]-5-(propan-2-yl)isoquinolin-3-yl}amino)pyrimidin-2-yl]-3,3-dimethyl-piperidin-4-ol F[C@H]1[C@H](C(CN(C1)C1=NC=CC(=N1)NC=1N=CC2=C(C=CC(=C2C1)C(C)C)N1[C@H]([C@@H](C1)CS(=O)(=O)C)C)(C)C)O